3-(((3-(dimethylamino)propoxy)carbonyl)oxy)-2-((((E)-3-pentyltridec-2-enoyl)oxy)methyl)propyl (9Z,12Z)-octadeca-9,12-dienoate C(CCCCCCC\C=C/C\C=C/CCCCC)(=O)OCC(COC(=O)OCCCN(C)C)COC(\C=C(\CCCCCCCCCC)/CCCCC)=O